CC1CC2(CN(CC2)C(CC2=CC=C(C=C2)F)=O)NC2=NC(=CC=C12)C 1-(4,7-Dimethyl-3,4-dihydro-1H-spiro[1,8-naphthyridin-2,3'-pyrrolidin]-1'-yl)-2-(4-fluorophenyl)ethan-1-on